CN(CCN1C(C(=C(C=C1)C=1C2=C(C(N(C1)C)=O)NC=C2)OC2=C(C=C(C=C2C)F)C)=O)C 4-(1-(2-(dimethylamino)ethyl)-3-(4-fluoro-2,6-dimethylphenoxy)-2-oxo-1,2-dihydropyridin-4-yl)-6-methyl-1,6-dihydro-7H-pyrrolo[2,3-c]pyridin-7-one